(3R,5R)-5-fluoro-1-ethylpiperidin-3-amine hydrochloride Cl.F[C@@H]1C[C@H](CN(C1)CC)N